NC=1C=C2CN(CC2=CC1)C(CSC1=NC=CC=C1)=O 1-(5-amino-1,3-dihydro-2H-isoindol-2-yl)-2-(pyridin-2-ylsulfanyl)ethanone